CC1(OB(OC1(C)C)C=1C=NN(C1)CCCO)C 3-(4-(4,4,5,5-tetramethyl-1,3,2-dioxaborolan-2-yl)-1H-pyrazol-1-yl)propan-1-ol